(4-phenyl-6-(phenylamino)-1,3,5-triazin-2-ylamino)propan-2-ol C1(=CC=CC=C1)C1=NC(=NC(=N1)NC1=CC=CC=C1)NCC(C)O